2-(2-((3R,4R)-3-amino-4-fluoropiperidin-1-yl)-5,6-difluoro-1H-benzo[d]imidazol-1-yl)-1-(6,6-difluoro-2-azaspiro[3.3]heptan-2-yl)ethanone N[C@@H]1CN(CC[C@H]1F)C1=NC2=C(N1CC(=O)N1CC3(C1)CC(C3)(F)F)C=C(C(=C2)F)F